C(C)OC(CCC\C=C/CCCCCCCCCCCC)=O (Z)-5-octadecenoic acid ethyl ester